CCCCOC(=O)CCS butyl mercaptopropionate